The molecule is an S-substituted glutathione that is glutathione in which the mercapto hydrogen has been replaced by a methyl group. It is a S-substituted glutathione and a methyl sulfide. It is a tautomer of a S-methylglutathione zwitterion. CSC[C@@H](C(=O)NCC(=O)O)NC(=O)CC[C@@H](C(=O)O)N